C[C@H]1[C@@H](C[C@H]([C@@H](O1)OCCCCCCCCCCCCCC/C=C/C(=O)SCCNC(=O)CCNC(=O)[C@@H](C(C)(C)COP(=O)([O-])OP(=O)([O-])OC[C@@H]2[C@H]([C@H]([C@@H](O2)N3C=NC4=C(N=CN=C43)N)O)OP(=O)([O-])[O-])O)O)O The molecule is an acyl-CoA(4-) obtained by deprotonation of the phosphate and diphosphate groups of oscr#29-CoA; major species at pH 7.3. It is a conjugate base of an oscr#29-CoA.